(4-cyclopropyl-1H-imidazol-1-yl)-5-methylisoindolin-1-one C1(CC1)C=1N=CN(C1)N1C(C2=CC=C(C=C2C1)C)=O